methyl 1-[(2R)-2-{[(benzyloxy)carbonyl]amino}-6-[(tert-butoxycarbonyl)amino]hexanoyl]-4-[(tert-butoxycarbonyl)amino]piperidine-4-carboxylate C(C1=CC=CC=C1)OC(=O)N[C@@H](C(=O)N1CCC(CC1)(C(=O)OC)NC(=O)OC(C)(C)C)CCCCNC(=O)OC(C)(C)C